4-methyl-1H-pyrrolo[2,3-b]pyridine 7-oxide CC1=C2C(=[N+](C=C1)[O-])NC=C2